NC1(CCC(CC1)C(C1CCCCC1)CC(C)C)N diamino-isobutyl-dicyclohexylmethane